3-(1,4-Dimethyl-1H-benzo[d][1,2,3]triazol-5-yl)-3-(3-((2-((4-ethylpiperidin-1-yl)methyl)-1H-imidazol-1-yl)methyl)-4-methylphenyl)-2,2-dimethylpropanoic acid, formic acid salt C(=O)O.CN1N=NC2=C1C=CC(=C2C)C(C(C(=O)O)(C)C)C2=CC(=C(C=C2)C)CN2C(=NC=C2)CN2CCC(CC2)CC